((2-(4-(2-((2-(bis(2-((2-Octyldodecanoyl)oxy)ethyl)amino)ethyl)(2-((2-octyldodecanoyl)oxy)ethyl)amino)ethyl)piperazin-1-yl)ethyl)azandiyl)bis(ethan-2,1-diyl)bis(2-octyldodecanoat) C(CCCCCCC)C(C(=O)OCCN(CCN(CCN1CCN(CC1)CCN(CCC(C(=O)[O-])(CCCCCCCCCC)CCCCCCCC)CCC(C(=O)[O-])(CCCCCCCCCC)CCCCCCCC)CCOC(C(CCCCCCCCCC)CCCCCCCC)=O)CCOC(C(CCCCCCCCCC)CCCCCCCC)=O)CCCCCCCCCC